C(C)OC(=CC(=O)O)C 3-ethoxybut-2-enoic acid